CN1C(C2=C(C(=C1)C=1C=C(C=CC1OC1=CC(=CC=C1)OCCOCCOC1CCNCC1)NS(=O)(=O)CC)C=CN2)=O N-[3-(6-methyl-7-oxo-1H-pyrrolo[2,3-c]pyridin-4-yl)-4-[3-[2-[2-(4-piperidyloxy)ethoxy]ethoxy]phenoxy]phenyl]ethanesulfonamide